N-(1-(5-(3-cyano-7-(2-hydroxy-2-methylpropoxy)imidazo[1,2-a]pyridin-5-yl)pyridin-2-yl)-4-methylpiperidin-4-yl)-2,6-difluorobenzamide C(#N)C1=CN=C2N1C(=CC(=C2)OCC(C)(C)O)C=2C=CC(=NC2)N2CCC(CC2)(C)NC(C2=C(C=CC=C2F)F)=O